BrC1=NC=CC=C1CCCO[Si](C(C)(C)C)(C1=CC=CC=C1)C1=CC=CC=C1 2-Bromo-3-(2,2-dimethyl-3,3-diphenyl-4-oxa-3-silaheptan-7-yl)pyridine